7-((4-(2-methyl-6-(cyclopropylcarbamoyl)pyridin-3-yl)piperazin-1-yl)methyl)-9-fluoro-1,2,3,5-tetrahydro-4H-cyclopenta[c]quinolin-4-one CC1=NC(=CC=C1N1CCN(CC1)CC=1C=C(C=2C3=C(C(NC2C1)=O)CCC3)F)C(NC3CC3)=O